[3H]-Adenin N1=CNC2=NC=NC2=C1N